N-[4-[4-(3,5-dichlorophenyl)piperazin-1-yl]sulfonylphenyl]-5-formyl-2-[methyl-(methylsulfonyl)amino]benzamide ClC=1C=C(C=C(C1)Cl)N1CCN(CC1)S(=O)(=O)C1=CC=C(C=C1)NC(C1=C(C=CC(=C1)C=O)N(S(=O)(=O)C)C)=O